FC=1C=C(C=CC1)[C@@H](CO)NC(CC)=O N-[(1S)-1-(3-fluorophenyl)-2-hydroxyethyl]propanamide